Sodium 4-amino-5-hydroxy-3-(4-nitrophenylazo)-6-(phenylazo)2,7-naphthalenedisulfonate NC1=C(C(=CC2=CC(=C(C(=C12)O)N=NC1=CC=CC=C1)S(=O)(=O)[O-])S(=O)(=O)[O-])N=NC1=CC=C(C=C1)[N+](=O)[O-].[Na+].[Na+]